FC1=C(C=CC(=C1)F)NN (2,4-difluorophenyl)hydrazine